BrC=1C=C(N)C=C(C1C(=C)C)Cl 3-bromo-5-chloro-4-isopropenyl-aniline